2-(diphenylphosphino)-N-(2-pyridinylmethyl)ethanamine C1(=CC=CC=C1)P(CCNCC1=NC=CC=C1)C1=CC=CC=C1